(2-chloro-5-fluoropyrimidin-4-yl)-6-methyl-3-propan-2-yl-thieno[2,3-d]imidazole ClC1=NC=C(C(=N1)C1=NC2=C(N1C(C)C)SC=C2C)F